di(n-propyl)(ethoxy)borane C(CC)B(OCC)CCC